C1(CCCCC1)C1=CC=C(CN(C(=O)[C@H]2CN(CC2)S(=O)(=O)C2=C(C(=C(C(=C2F)F)F)F)F)C2=CC(=C(C(=O)O)C=C2)O)C=C1 (R)-4-(N-(4-cyclohexylbenzyl)-1-((pentafluorophenyl)sulfonyl)pyrrolidine-3-carboxamido)-2-hydroxybenzoic acid